L-N-methylarginine CN[C@@H](CCCNC(N)=N)C(=O)O